OCCNCC1=C(C=CC(=C1)N)O 2-(2-hydroxyethylaminomethyl)-4-aminophenol